FC1=CC=C(OC2=CC3=C(NC=N3)C=C2)C=C1 5-(4-fluorophenoxy)-1H-benzo[d]imidazol